C1(=CC=CC2=CC=CC=C12)C(=O)[O-].C1(=CC=CC2=CC=CC=C12)C(=O)[O-].[Sn+2] tin bis(naphthoate)